N-(2,4-difluorophenyl)-5-[(3-fluoro-2-methanesulfonylpyridin-4-yl)methyl]-4-methylpyridin-3-amine FC1=C(C=CC(=C1)F)NC=1C=NC=C(C1C)CC1=C(C(=NC=C1)S(=O)(=O)C)F